The molecule is an inositol C20 phosphodihydroceramide(1-) in which the N-acyl group is specified as tetracosanoyl; major species at pH 7.3. It is an inositol C20 phosphodihydroceramide(1-) and an Ins-1-P-Cer-A 44:0(1-). CCCCCCCCCCCCCCCCCCCCCCCC(=O)N[C@@H](COP(=O)([O-])OC1[C@@H]([C@H](C([C@H]([C@H]1O)O)O)O)O)[C@@H](CCCCCCCCCCCCCCCCC)O